C(C)OC(CCC=1C=C(C=CC1)C(CO)(C)C1=CN=C(N1)C=1C=C(OC=2C(=C3C=CNC3=CC2F)CCCOCCC(=O)O)C=CC1F)=O 3-(3-(5-(3-(5-(2-(3-(3-Ethoxy-3-oxopropyl)phenyl)-1-hydroxypropan-2-yl)-1H-imidazol-2-yl)-4-fluorophenoxy)-6-fluoro-1H-indol-4-yl)propoxy)propanoic acid